C1(CC1)C1=CC=CC=2C(=NOC21)NC(C2=CC=C(C=C2)F)=O N-(7-cyclopropylbenzo[d]isoxazol-3-yl)-4-fluorobenzamide